N1C[C@@H](CC[C@@H](C1)O)O (3R,6S)-azepan-3,6-diol